2'-O-propargyl-Uridine C(C#C)O[C@H]1[C@@H](O[C@@H]([C@H]1O)CO)N1C(=O)NC(=O)C=C1